N1N=CC2=CC(=CC=C12)CN(C(C(=O)O)=O)C(C)C1=NC=CC=C1F 2-(((1H-indazol-5-yl)methyl)(1-(3-fluoropyridin-2-yl)ethyl)amino)-2-oxoacetic acid